tert-butyl (R)-2-((E)-3-((3-cyano-4-(((E)-(dimethyl amino)methylene)amino)phenyl)amino)-3-oxoprop-1-en-1-yl)pyrrol-1-carboxylate C(#N)C=1C=C(C=CC1/N=C/N(C)C)NC(/C=C/C=1N(C=CC1)C(=O)OC(C)(C)C)=O